(6S)-5-METHYLTETRAHYDROFOLIC ACID CN1C=2C(NC(=NC2NC[C@@H]1CNC1=CC=C(C(N[C@@H](CCC(=O)O)C(=O)O)=O)C=C1)N)=O